N-(2-(2,5-dioxo-2,5-dihydro-1H-pyrrol-1-yl)ethyl)-3-phenylpropanamide O=C1N(C(C=C1)=O)CCNC(CCC1=CC=CC=C1)=O